N-(3-(2-ethoxypyrimidin-5-yl)phenyl)-3-fluoro-N-((4-(5-(1-methylcyclopropyl)-1,2,4-oxadiazol-3-yl)bicyclo[2.2.2]octan-1-yl)methyl)bicyclo[1.1.1]pentane-1-carboxamide C(C)OC1=NC=C(C=N1)C=1C=C(C=CC1)N(C(=O)C12CC(C1)(C2)F)CC21CCC(CC2)(CC1)C1=NOC(=N1)C1(CC1)C